OC[C@H]1OCC1 (S)-2-hydroxymethyl-oxetane